COC1=C(N=C2C(=N1)NC(=N2)C(F)(F)F)NC2=CC=C(C=C2)Cl 6-Methoxy-N-(4-chlorophenyl)-2-(trifluoromethyl)-1H-imidazo[4,5-b]pyrazin-5-amin